COC1=C(C=CC=C1)C1=NCC2=NN=C(N2C=2SC=3CC(CC3C12)C(=O)O)C 9-(2-methoxyphenyl)-3-methyl-16-thia-2,4,5,8-tetraazatetracyclo[8.6.0.02,6.011,15]hexadeca-1(10),3,5,8,11(15)-pentaene-13-carboxylic acid